N,3,3-trimethylbutanamide CNC(CC(C)(C)C)=O